8-((4-(1H-pyrrol-1-yl)benzyl)sulfonyl)-1,3,7-trimethyl-1H-purine-2,6(3H,7H)-dione N1(C=CC=C1)C1=CC=C(CS(=O)(=O)C2=NC=3N(C(N(C(C3N2C)=O)C)=O)C)C=C1